COC(CCCCCCCC\C=C/CCO)OC (3Z)-13,13-dimethoxy-3-tridecen-1-ol